N-(2-hydroxyethyl)-3-oxobutanamide CC(=O)CC(=O)NCCO